BrC=1C(=C(C=CC1)C=1N=C(C(=NC1)C(=O)OC)OC)C methyl 5-(3-bromo-2-methyl-phenyl)-3-methoxy-pyrazine-2-carboxylate